tris[2-hexoxyethyl]-hexyl-ammonium hydrochloride Cl.C(CCCCC)OCC[N+](CCCCCC)(CCOCCCCCC)CCOCCCCCC